(R)-4-(1-((5-methoxy-7-methyl-1H-indol-4-yl)methyl)piperidin-2-yl)-3-(methylsulfonamido)benzoic acid COC=1C(=C2C=CNC2=C(C1)C)CN1[C@H](CCCC1)C1=C(C=C(C(=O)O)C=C1)NS(=O)(=O)C